5-{[2-chloro-6-(trifluoromethyl)phenyl]methoxy}pyrimidine tert-butyl-2-((2-methoxy-2-oxoethyl)sulfonyl)-2-methylpropanoate C(C)(C)(C)OC(C(C)(C)S(=O)(=O)CC(=O)OC)=O.ClC1=C(C(=CC=C1)C(F)(F)F)COC=1C=NC=NC1